FC1=C(C=CC=C1)C(N1C(N(CC1)CC=1C=C2CN(C(C2=C(C1)F)=O)C1C(NC(CC1)=O)=O)=O)C1=C(C=CC=C1)F 3-(5-((3-(bis(2-fluorophenyl)methyl)-2-oxoimidazolidin-1-yl)methyl)-7-fluoro-1-oxoisoindolin-2-yl)piperidine-2,6-dione